ClC=1C=C(C(=O)NC2=NN(C=C2C(=O)NCC2=C(C=CC=C2)C(F)(F)F)C2=CC=CC=C2)C=C(C1O)Cl 3-(3,5-dichloro-4-hydroxybenzoylamino)-1-phenyl-N-(2-(trifluoromethyl)benzyl)-1H-pyrazole-4-carboxamide